NC1=C([N+](=CC2=C(C=CC=C12)C1=NC=NC=C1C(F)(F)F)[O-])C(NCCC)=O 4-amino-3-(propylcarbamoyl)-8-(5-(trifluoromethyl)pyrimidin-4-yl)isoquinoline-2-oxide